[N+](=O)([O-])NN(C(=O)OC(C)(C)C)C1=CC=CC=C1 nitrophenyl-Bochydrazine